BrC=1C=CC(=C(CCO[Si](C)(C)C(C)(C)C)C1)C#C[Si](C)(C)C (5-bromo-2-((trimethylsilyl)ethynyl)phenethoxy)(tert-butyl)dimethylsilane